4-methyl-5-[3-methyl-7-[[5-(3-oxa-6-azaspiro[3.3]heptane-6-carbonyl)-2-pyridinyl]amino]imidazo[4,5-b]pyridin-5-yl]oxy-pyridine-2-carbonitrile CC1=CC(=NC=C1OC1=CC(=C2C(=N1)N(C=N2)C)NC2=NC=C(C=C2)C(=O)N2CC1(OCC1)C2)C#N